N-methyl-N-[(3-methyloxetan-3-yl)methyl]Piperidin-4-amine CN(C1CCNCC1)CC1(COC1)C